2,3,5,6-tetrahydro-1H-spiro[pyridine-4,9'-spiro[5.5]undec-1-ene]-1-formic acid-2-methylpropan-2-yl ester CC(C)(C)OC(=O)N1CCC2(CCC3(CCCC=C3)CC2)CC1